ClC1=C(C(=CC=C1)C(F)(F)F)C1=NC=C(C(=N1)OC)C(=O)N (2-chloro-6-(trifluoromethyl)phenyl)-4-methoxypyrimidine-5-carboxamide